ClC1=C(C=C(O)C=C1)O 4-Chloro-Resorcin